COC(COC(COC1=C(C=C(C(=C1)N1C(N(C(N(C1=O)C)=S)C)=O)F)Cl)=O)=O 2-(2-chloro-5-(3,5-dimethyl-2,6-dioxo-4-thioxo-1,3,5-triazin-1-yl)-4-fluorophenoxy)acetic acid 2-methoxy-2-oxoethyl ester